CC1=NC2=C(C=CC=C2O)C(=O)N1 The molecule is a member of the class of quinazolines that is quinazolin-4(1H)-one substituted by a hydroxy group at position 8 and a methyl group at position 2. It has been shown to exhibit inhibitory activity against poly(ADP-ribose) polymerase. It has a role as an EC 2.4.2.30 (NAD(+) ADP-ribosyltransferase) inhibitor. It is a member of quinazolines and a member of phenols.